(2R)-N-[2-(1-benzylpiperidin-4-yl)ethyl]-4-(4-chloro-3,5-difluorophenyl)-2-methylpiperazine-1-carboxamide C(C1=CC=CC=C1)N1CCC(CC1)CCNC(=O)N1[C@@H](CN(CC1)C1=CC(=C(C(=C1)F)Cl)F)C